C(C)S(=O)(=O)C=1C(=NC=C(C(=NOCCSC)Br)C1)C1=NN2C(C=C(C=C2)C(F)(F)F)=N1 5-ethylsulfonyl-N-(2-methylthioethoxy)-6-(7-trifluoromethyl-[1,2,4]triazolo[1,5-a]pyridin-2-yl)nicotinimidoyl bromide